ClC1=C(CN2C(C(C3=CC=C(C=C23)F)(C)C)=O)C(=CC=C1)OCC1=CC(=CC(=C1)F)F 1-(2-chloro-6-((3,5-difluorobenzyl)oxy)benzyl)-6-fluoro-3,3-dimethylindolin-2-one